CC([C@H](N)C(=O)O)C1=CNC2=CC=CC(=C12)C β-Methyl-4-methyltryptophan